COC1=C(C=C2N=C3CCCCC3=C(C2=C1)NCCC)COCCN1CCCC1 7-methoxy-N-propyl-6-{[2-(pyrrolidin-1-yl)ethoxy]methyl}-1,2,3,4-tetrahydroacridin-9-amine